5-((5-Chloro-4-((3aR,6aS)-5-(cyclopropanecarbonyl)-3a,6a-dimethylhexahydropyrrolo[3,4-c]pyrrol-2(1H)-yl)pyrimidin-2-yl)amino)picolinic acid ClC=1C(=NC(=NC1)NC=1C=CC(=NC1)C(=O)O)N1C[C@]2(CN(C[C@]2(C1)C)C(=O)C1CC1)C